3-((2S)-3-(8-(4'-(aminomethyl)biphenyl-3-ylsulfonyl)-1-oxa-8-azaspiro[4.5]dec-3-ylamino)-2-hydroxypropoxy)-N-methylbenzenesulfonamide NCC1=CC=C(C=C1)C1=CC(=CC=C1)S(=O)(=O)N1CCC2(CC(CO2)NC[C@@H](COC=2C=C(C=CC2)S(=O)(=O)NC)O)CC1